(R)-1-(6-(((1-(6-(6-(2-(3-fluorophenyl)pyrrolidin-1-yl)imidazo[1,2-b]pyridazin-3-yl)pyridin-2-yl)piperidin-4-yl)(methyl)amino)methyl)pyridazin-3-yl)dihydropyrimidine-2,4(1H,3H)-dione FC=1C=C(C=CC1)[C@@H]1N(CCC1)C=1C=CC=2N(N1)C(=CN2)C2=CC=CC(=N2)N2CCC(CC2)N(C)CC2=CC=C(N=N2)N2C(NC(CC2)=O)=O